1-ethyl-6-fluoro-7-(4-acetylpiperazin-1-yl)-3-(4-methylcinnamoyl)-quinolin-4(1H)-one C(C)N1C=C(C(C2=CC(=C(C=C12)N1CCN(CC1)C(C)=O)F)=O)C(C=CC1=CC=C(C=C1)C)=O